4-[1-(4,4-Difluorocyclohexyl)-5-fluoro-4-hydroxy-2-(2-methoxy-1,1-dimethyl-ethyl)indol-3-yl]benzoic acid FC1(CCC(CC1)N1C(=C(C2=C(C(=CC=C12)F)O)C1=CC=C(C(=O)O)C=C1)C(COC)(C)C)F